tert-Butyl ((R)-1-(7-chloro-8-fluoro-2-(((2R,7aS)-2-fluorotetrahydro-1H-pyrrolizin-7a(5H)-yl)methoxy)pyrido[4,3-d]pyrimidin-4-yl)azepan-3-yl)carbamate ClC1=C(C=2N=C(N=C(C2C=N1)N1C[C@@H](CCCC1)NC(OC(C)(C)C)=O)OC[C@]12CCCN2C[C@@H](C1)F)F